trifluoromethanesulfonic acid methyl ester COS(=O)(=O)C(F)(F)F